methyl-(2S)-methyl-1-(4-cyanophenyl)-5-(4-(trifluoromethyl)phenyl)piperidine-2-carboxylic acid CC1[C@](N(CC(C1)C1=CC=C(C=C1)C(F)(F)F)C1=CC=C(C=C1)C#N)(C(=O)O)C